4-(2-(3,4-dimethoxyphenyl)-3-ethyl-1H-indol-5-yl)-N-isopropylpiperidine-1-carboxamide COC=1C=C(C=CC1OC)C=1NC2=CC=C(C=C2C1CC)C1CCN(CC1)C(=O)NC(C)C